1-cyclopropyl-imidazole C1(CC1)N1C=NC=C1